OC1=CC=C(C=C1)SC1CN(C1)C(=O)OC(C)(C)C tert-butyl 3-((4-hydroxyphenyl)thio)azetidine-1-carboxylate